C=O.[O] oxygen formaldehyde